CN(C1C[C@@H]2CCC[C@H](C1)N2C)C=2N=NC(=CN2)C2=CC=C(C=1N=CSC12)C=1C=NNC1 (1S,5R)-N,9-dimethyl-N-[6-[4-(1H-pyrazol-4-yl)-1,3-benzothiazol-7-yl]-1,2,4-triazin-3-yl]-9-azabicyclo[3.3.1]nonan-3-amine